C(C)C=1C(=C(C(=O)O)C=CC1)N(C)C.C(#N)[C@H]1[C@@H](COCC1)N1N=C(C(=C1)C(=O)N)NC1=CC=CC=2CB(OC21)O 1-[trans-4-cyanotetrahydro-2H-pyran-3-yl]-3-[(2-hydroxy-1,2-benzoxaborole-7-yl)amino]pyrazole-4-carboxamide ethyl-N,N-dimethylaminobenzoate